3-methyl-5-(N-(4-benzylphenyl)-N-phenethylsulfamoyl)benzofuran-2-carboxylic acid ethyl ester C(C)OC(=O)C=1OC2=C(C1C)C=C(C=C2)S(N(CCC2=CC=CC=C2)C2=CC=C(C=C2)CC2=CC=CC=C2)(=O)=O